FC=1C=C(C=C(C1)[N+](=O)[O-])C=1N=NNC1 4-(3-fluoro-5-nitrophenyl)-1H-1,2,3-triazole